4-(N,N-diphenylamino)styrene C1(=CC=CC=C1)N(C1=CC=CC=C1)C1=CC=C(C=C)C=C1